C(C)(C)(C)OC(NC1=NC=C(C=C1C)NC(C(=O)N1[C@H](CC[C@@H](C1)C)C1=CC=C(C=C1)NC(C)=O)=O)=O.N1C=C(C2=CC=CC=C12)CC1C(NC(S1)=O)=O 5-((1H-indol-3-yl)methyl)thiazolidine-2,4-dione tert-Butyl-N-[5-[[2-[(2R,5S)-2-(4-acetamidophenyl)-5-methyl-1-piperidyl]-2-oxo-acetyl]amino]-3-methyl-2-pyridyl]carbamate